N-[2-[(2-aminoacetyl)amino]ethyl]-4-[[3-[4-(cyanomethoxy)-2,3-difluoro-phenyl]imidazo[1,2-a]pyrazin-8-yl]amino]-2-ethyl-benzamide formate C(=O)O.NCC(=O)NCCNC(C1=C(C=C(C=C1)NC=1C=2N(C=CN1)C(=CN2)C2=C(C(=C(C=C2)OCC#N)F)F)CC)=O